[Cl-].[Cl-].C(C)(C)(C)P tertiary butyl-phosphine dichloride